CC1=C(C(=CC=C1)C)NS(=O)(=O)C1=CC=C(C=C1)NC(NCC=1C=NC=CC1)=O 3-{4-[(2,6-dimethylphenyl)sulfamoyl]phenyl}-1-(pyridin-3-ylmethyl)urea